isodecyl methacrylate (Isodecyl Methacrylate) C(CCCCCCC(C)C)C=C(C(=O)O)C.C(C(=C)C)(=O)OCCCCCCCC(C)C